ClC1=NC(=NC(=C1OC)OC=1C=NC=CC1)N1CCOCC1 4-(4-chloro-5-methoxy-6-(pyridin-3-yloxy)pyrimidin-2-yl)morpholine